1,4-bis(3-(2-amino-3-propylphenoxy)phenoxy)benzene ethyl-3-(4-chlorophenyl)-1-(2,3-dihydroxypropyl)-1H-pyrrolo[3,2-b]pyridine-2-carboxylate C(C)OC(=O)C1=C(C2=NC=CC=C2N1CC(CO)O)C1=CC=C(C=C1)Cl.NC1=C(OC=2C=C(OC3=CC=C(C=C3)OC3=CC(=CC=C3)OC3=C(C(=CC=C3)CCC)N)C=CC2)C=CC=C1CCC